C(#N)C1=C(C=CC=C1)[C@H]([C@@H](C)C=1N(C(C(=C(N1)C(=O)NC=1C=NOC1)O)=O)C)N1N=C(C=C1C)C 2-((1S,2R)-1-(2-cyanophenyl)-1-(3,5-dimethyl-1H-pyrazol-1-yl)propan-2-yl)-5-hydroxy-N-(isoxazol-4-yl)-1-methyl-6-oxo-1,6-dihydropyrimidine-4-carboxamide